COC1=NC=CC(=C1C1CCC(CC1)C1=CC=2C(=NC(=CN2)C)NC1=O)C 7-(4-(2-methoxy-4-methylpyridin-3-yl)cyclohexyl)-3-methylpyrido[2,3-b]pyrazin-6(5H)-one